4-benzyloxy-5-chloro-2-[2-(3,4-difluoro-2-methyl-phenoxy)-3-quinolyl]-1,6-naphthyridine C(C1=CC=CC=C1)OC1=CC(=NC2=CC=NC(=C12)Cl)C=1C(=NC2=CC=CC=C2C1)OC1=C(C(=C(C=C1)F)F)C